2-(3',5'-dimethylphenyl)-6-(trimethylsilyl)quinoline CC=1C=C(C=C(C1)C)C1=NC2=CC=C(C=C2C=C1)[Si](C)(C)C